di-tert-butyl (4-((3,6-dichloro-9H-carbazol-9-yl)methyl)benzyl)phosphonate ClC=1C=CC=2N(C3=CC=C(C=C3C2C1)Cl)CC1=CC=C(CP(OC(C)(C)C)(OC(C)(C)C)=O)C=C1